C(C)(C)(C)C1=CC=C(C=C1)N1C(C2=CC=CC=C2C1)=O 2-(4-tert-butylphenyl)isoindol-1-one